5-(4-(3-(4-aminopiperidin-1-yl)-3-oxopropyl)piperazin-1-yl)-2-(2,6-dioxopiperidin-3-yl)isoindoline-1,3-dione NC1CCN(CC1)C(CCN1CCN(CC1)C=1C=C2C(N(C(C2=CC1)=O)C1C(NC(CC1)=O)=O)=O)=O